CN(C(=O)C1(CCN(CC1)C(=O)OC(C)(C)C)CCC1=CC=CC=C1)C tert-butyl 4-(dimethylcarbamoyl)-4-phenethylpiperidine-1-carboxylate